CC1=C(NC2=CC=CC=C12)\C=C\C1(SCCCS1)C (E)-3-methyl-2-(2-(2-methyl-1,3-dithian-2-yl)vinyl)-1H-indole